CN(C)C1=C(C=CC(=C1)C(=O)N)C1=CC=CC=C1 dimethylamino-[1,1'-biphenyl]-4-carboxamide